O[C@@H]1C[C@H](N(C1)C(=O)[C@@H](C(C)(C)C)NC(CCCCCCC(=O)O)=O)C(NCC1=CC=C(C=C1)C1=C(N=CS1)C)=O 8-[[(1R)-1-[(2S,4R)-4-hydroxy-2-[[4-(4-methylthiazol-5-yl)phenyl]methylcarbamoyl]pyrrolidine-1-carbonyl]-2,2-dimethyl-propyl]amino]-8-oxo-octanoic acid